(E)-3-(1-(tetrahydro-2H-pyran-2-yl)-1H-indazol-6-yl)acrylic acid O1C(CCCC1)N1N=CC2=CC=C(C=C12)/C=C/C(=O)O